(n-propylcyclopentadienyl)(tetramethylcyclopentadienyl)zirconium dichloride [Cl-].[Cl-].C(CC)C1(C=CC=C1)[Zr+2]C1(C(=C(C(=C1)C)C)C)C